Chlorogold (III) Cl[Au+2]